2-(2-(tert-Butoxy)ethoxy)-8-((2-fluorophenyl)amino)-5-iodo-7-methyl-3,4-dihydro-2,7-naphthyridine-1,6(2H,7H)-dione C(C)(C)(C)OCCON1C(C2=C(N(C(C(=C2CC1)I)=O)C)NC1=C(C=CC=C1)F)=O